CC=1C(=NC(=NC1)NC1CCC(CC1)N)C1=CN=C2N1C=C(C=C2)NC2=NC=CN=C2 (1r,4r)-N1-(5-Methyl-4-(6-(pyrazin-2-ylamino)imidazo[1,2-a]pyridin-3-yl)pyrimidin-2-yl)cyclohexane-1,4-diamine